N[C@@H](CC(=O)OCC)C1=C(C(=CC(=C1F)C)Br)F ethyl (3S)-3-amino-3-(3-bromo-2,6-difluoro-5-methylphenyl)propanoate